C(#C)C(C)(CCCCCCCCC)O 2-ethynyl-2-undecanol